C1(CC(CC1)C=O)C=O cyclopentane-1,3-dicarboxaldehyde